7-METHOXY-1H-INDOL-2-YLBORONIC ACID COC=1C=CC=C2C=C(NC12)B(O)O